5-(3-butoxybenzoyl)amino-3-(octahydroindolizin-7-yl)-benzofuran C(CCC)OC=1C=C(C(=O)NC=2C=CC3=C(C(=CO3)C3CCN4CCCC4C3)C2)C=CC1